C(C1=CC=CC=C1)(=O)C=1C=CC2=C(NC=N2)C1 6-benzoyl-1H-benzimidazol